2-(3-chlorobenzoyl)-6-[1-(2,2-difluoroethyl)-1H-pyrazolo[3,4-b]pyrazin-6-yl]-2,6-diazaspiro[3.4]octane ClC=1C=C(C(=O)N2CC3(C2)CN(CC3)C3=CN=C2C(=N3)N(N=C2)CC(F)F)C=CC1